2-(pyridine-4-yl)cyclopropane-1-carboxylic acid N1=CC=C(C=C1)C1C(C1)C(=O)O